CN1C(C2=C(C(=C1)C1=CC(N(C=C1C1=CC=CC=C1)C1CCN(CC1)C)=O)C=C(N2S(=O)(=O)C2=CC=C(C)C=C2)C=2C=NN(C2)C(F)(F)F)=O 6-methyl-4-(1-(1-methylpiperidin-4-yl)-2-oxo-5-phenyl-1,2-dihydropyridin-4-yl)-1-tosyl-2-(1-(trifluoromethyl)-1H-pyrazol-4-yl)-1,6-dihydro-7H-pyrrolo[2,3-c]pyridin-7-one